dinonyl 6,6'-((4-((2-hydroxyethyl)(6-(nonyloxy)-6-oxohexyl)amino)butyl)azanediyl)dihexanoate OCCN(CCCCN(CCCCCC(=O)OCCCCCCCCC)CCCCCC(=O)OCCCCCCCCC)CCCCCC(=O)OCCCCCCCCC